ClC1=CC2=C(C(=N1)Cl)CCC2 dichloro-6,7-dihydro-5H-cyclopenta[C]pyridine